[Fe]Br iron(I) bromide